N-BOC-3,4-diamino-pyrrolidine C(=O)(OC(C)(C)C)N1CC(C(C1)N)N